OC[C@@]12[C@H]([C@H]([C@@H]([C@H]2C1)N1C2=NC(=NC(=C2N=C1)NN1CCCC1)N1CCCC1)O)O (1R,2R,3S,4R,5S)-1-(hydroxymethyl)-4-(2-(pyrrolidin-1-yl)-6-(pyrrolidin-1-ylamino)-9H-purin-9-yl)bicyclo[3.1.0]hexane-2,3-diol